F[C@H]1[C@H](C1)C(=O)C=1N=C2N(N1)[C@@H](C[C@H]2F)C2=CC=CC=C2 |&1:11| [(1R,2R)-2-fluorocyclopropyl]-[(SR,7R)-7-fluoro-5-phenyl-6,7-dihydro-5H-pyrrolo[1,2-b][1,2,4]triazol-2-yl]methanone